ClC1=NC(=CN=C1)OC1CC(C1)(F)F 2-chloro-6-(3,3-difluorocyclobutoxy)pyrazine